(cyclopropylmethoxy)-N-(3-fluoro-4-methoxybenzyl)-5-nitrobenzamide C1(CC1)COC1=C(C(=O)NCC2=CC(=C(C=C2)OC)F)C=C(C=C1)[N+](=O)[O-]